tert-butyl 2-(2-(2-isopropylphenyl)-4-(methylsulfonyl) piperazin-1-yl)-7-azaspiro[3.5]nonane-7-carboxylate C(C)(C)C1=C(C=CC=C1)C1N(CCN(C1)S(=O)(=O)C)C1CC2(C1)CCN(CC2)C(=O)OC(C)(C)C